4-isopropyl-1-methyl-cyclohexan-3-one C(C)(C)C1C(CC(CC1)C)=O